C(C=C)(=O)N[C@@H]1CN(CCC1)C1=CC(C(N=C1)=O)=O (S)-5-(3-acrylamidopiperidin-1-yl)-2,3-dioxo-pyridine